6-cyclopropyl-N2-(1-methoxy-2-methylpropan-2-yl)-7-(4-methoxyphenyl)-3,4-dihydropyrrolo[1,2-a]pyrazine-2,8(1H)-dicarboxamide C1(CC1)C1=C(C(=C2N1CCN(C2)C(=O)NC(COC)(C)C)C(=O)N)C2=CC=C(C=C2)OC